N1(CCNCC1)CCN1N=CC(=C1)C1=CN(CCS1)C=1C2=C(N=CN1)NC=C2 6-(1-(2-(piperazin-1-yl)ethyl)-1H-pyrazol-4-yl)-4-(7H-pyrrolo[2,3-d]pyrimidin-4-yl)-3,4-dihydro-2H-1,4-thiazine